3',4-di(t-butoxycarbonyl)-2'-deoxy-2',2'-difluorocytidine-5'-carbonate C(O)(=O)OC[C@@H]1[C@](C([C@@H](O1)N1C(=O)NC(N)(C=C1)C(=O)OC(C)(C)C)(F)F)(O)C(=O)OC(C)(C)C